[Si](C1=CC=CC=C1)(C1=CC=CC=C1)(C(C)(C)C)OCC1=C(C=C(C=C1)NC([C@H](CCCNC(=O)N)NC([C@H](C(C)C)NC(OC(C)(C)C)=O)=O)=O)C(N(CC#C)CC#C)=O tert-butyl ((S)-1-(((S)-1-((4-(((tert-butyldiphenylsilyl)oxy)methyl)-3-(di(prop-2-yn-1-yl)carbamoyl)phenyl)amino)-1-oxo-5-ureidopentan-2-yl)amino)-3-methyl-1-oxobutan-2-yl)carbamate